tert-butyl (2S,3R)-3-hydroxy-2-methylpyrrolidine-1-carboxylate O[C@H]1[C@@H](N(CC1)C(=O)OC(C)(C)C)C